N[C@@H](C)C1=NC(=NN1C1=NC=CC=C1C#N)OCC [5-[(1S)-1-aminoethyl]-3-ethoxy-1,2,4-triazol-1-yl]pyridine-3-carbonitrile